OC1=C(C=C(C(=O)N)C=C1I)I 4-hydroxy-3,5-diiodo-benzoamide